N-[(1R,3R,5S)-8-[4-(benzylamino)piperidine-1-sulfonyl]-8-azabicyclo[3.2.1]oct-3-yl]-6-chloro-2-oxo-2,3-dihydro-1H-indole-5-carboxamide trifluoroacetate FC(C(=O)O)(F)F.C(C1=CC=CC=C1)NC1CCN(CC1)S(=O)(=O)N1[C@H]2CC(C[C@@H]1CC2)NC(=O)C=2C=C1CC(NC1=CC2Cl)=O